N1C(CNC(C1)C(=O)O)C(=O)O piperazine-2,5-dicarboxylic acid